C(#N)CC(=O)N1CCC(CC1)C=1N=C(C2=C(C=NNC2=O)N1)NC1=CC=C(CN2CCCCC2)C=C1 1-(4-((2-(1-(2-Cyanoacetyl)piperidin-4-yl)-5-oxo-5,6-dihydropyrimido[4,5-d]pyridazin-4-yl)amino)benzyl)piperidin